4-fluoro-5-[[2-fluoro-4-(trifluoromethoxy)phenyl-methylcarbamoyl]-2-methylphenyl]-2-methyl-1,3-thiazole-5-carboxamide FC1=NC(SC1(C(=O)N)C1=C(C(=CC=C1)C(N(C)C1=C(C=C(C=C1)OC(F)(F)F)F)=O)C)C